N-(4-aminobutyl)-5-(4-(3-aminoprop-1-yn-1-yl)phenyl)furan NCCCCNCC#CC1=CC=C(C=C1)C1=CC=CO1